CN1C(C2=CC=C(C=C2C=C1)C1=CC=CC=2N1N=CC2C(=O)N2CCCCC2)=O 2-methyl-6-(3-(piperidine-1-carbonyl)pyrazolo[1,5-a]pyridin-7-yl)isoquinolin-1(2H)-one